C(C=C)(=O)N1CC(=CCC1)C1=C2C(=C(NC2=C(C(=C1F)F)C(=O)N)C)C#N 4-(1-propenoyl-1,2,5,6-tetrahydropyridin-3-yl)-3-cyano-5,6-difluoro-2-methyl-1H-indole-7-carboxamide